di-tert-butyl-(5-methoxycyclohexane-1,3-diyl)dicarbamate C(C)(C)(C)OC(NC1CC(CC(C1)OC)NC(OC(C)(C)C)=O)=O